CC(CO)CCC(C)C 2,5-dimethyl-1-hexanol